ClC=1C=C(C(=NC1)N1CC(N(C2(COC2)C1=O)CCC1=CC=C(C=C1)Cl)=O)F (S)-8-(5-chloro-3-fluoro-pyridin-2-yl)-5-(2-(4-chlorophenyl)ethyl)-2-oxa-5,8-diazaspiro[3.5]nonane-6,9-dione